2-(4,4-difluoropiperidin-1-yl)-4-nitrobenzohydrazide FC1(CCN(CC1)C1=C(C(=O)NN)C=CC(=C1)[N+](=O)[O-])F